FC(C1=NC(=NO1)C1=CC=C(C=C1)CC=1OCC(N1)C(=O)OC)(F)F methyl 4,5-dihydro-2-[[4-[5-(trifluoromethyl)-1,2,4-oxadiazol-3-yl]phenyl]methyl]-4-oxazolecarboxylate